8-(2,3-dichlorobenzylthio)-1,3,7-trimethyl-1H-purine-2,6(3H,7H)-dione ClC1=C(CSC2=NC=3N(C(N(C(C3N2C)=O)C)=O)C)C=CC=C1Cl